2-(4-(2-((3-Fluoro-4-(4-methylpiperazin-1-yl)phenyl)amino)-7H-pyrrolo[2,3-d]pyrimidin-7-yl)phenyl)isothiazolidine 1,1-dioxide FC=1C=C(C=CC1N1CCN(CC1)C)NC=1N=CC2=C(N1)N(C=C2)C2=CC=C(C=C2)N2S(CCC2)(=O)=O